O1C(OCC1)C=1C=C(C(=O)O)C=C(C1OCC1=CC=C(C=C1)OC)F 3-(1,3-dioxolan-2-yl)-5-fluoro-4-((4-methoxybenzyl)oxy)benzoic acid